6-(5-chloro-2-((1-methyl-1H-pyrazol-5-yl)amino)pyrimidin-4-yl)-3-oxo-1H-pyrrolo[1,2-c]imidazol ClC=1C(=NC(=NC1)NC1=CC=NN1C)C=1C=C2N(C(NC2)=O)C1